2-((((((2S,5R)-2-carbamoyl-7-oxo-1,6-diazabicyclo[3.2.1]octane-6-yl) oxy) sulfonyl) oxy) methyl)-2-methylpropan-1,3-diylbis(2-methylpropionate) C(N)(=O)[C@H]1N2C(N([C@H](CC1)C2)OS(=O)(=O)OCC(CC(C(=O)[O-])(C)C)(CC(C(=O)[O-])(C)C)C)=O